4-(2-(4-chloro-2-fluorobenzyl)-2-methylbenzo[d][1,3]dioxan-4-yl)piperidine-1-carboxylic acid tert-butyl ester C(C)(C)(C)OC(=O)N1CCC(CC1)C1C2=C(OC(O1)(C)CC1=C(C=C(C=C1)Cl)F)C=CC=C2